FC1=C(C=CC=C1F)CN1C(CCC1=O)CC(=O)NCCC(C)C 2-[1-[(2,3-difluorophenyl)methyl]-5-oxopyrrolidin-2-yl]-N-(3-methylbutyl)acetamid